FC(C1=CC=CC(=N1)C1=C(N=C2N1C=C(C(=C2)OCC)C(=O)N)C[C@H]2COCC2)F [6-(difluoromethyl)-2-pyridinyl]-7-ethoxy-2-[[(3R)-tetrahydrofuran-3-yl]methyl]imidazo[1,2-a]pyridine-6-carboxamide